CN(C)C1=CC=C(C=C1)P(C1=CC=CC=C1)C1=CC=CC=C1 p-N,N-dimethylaminophenylbis-phenylphosphine